2-(4-cyclopropyl-6-methoxy-pyrimidin-5-yl)-6-(2-methoxyethyl)-5H-pyrrolo[3,2-d]pyrimidine C1(CC1)C1=NC=NC(=C1C=1N=CC2=C(N1)C=C(N2)CCOC)OC